(6,7-dichloro-1-methyl-1,3,4,5-tetrahydro-2H-pyrido[4,3-b]indol-2-yl)(5-((2-(dimethylamino)ethyl)(methyl)amino)pyrimidin-2-yl)methanone ClC1=C(C=CC=2C3=C(NC12)CCN(C3C)C(=O)C3=NC=C(C=N3)N(C)CCN(C)C)Cl